5-(6-cyclopropyl-1H-pyrrolo[2,3-b]pyridin-3-yl)-N-(2,2-difluoroethyl)pyrazolo[1,5-a]pyridine-3-carboxamide C1(CC1)C1=CC=C2C(=N1)NC=C2C2=CC=1N(C=C2)N=CC1C(=O)NCC(F)F